4-(3-hydroxy-2,2-dimethylpropyl)piperazine-1-carboxylic acid tert-butyl ester C(C)(C)(C)OC(=O)N1CCN(CC1)CC(CO)(C)C